C(C)(C)(C)OC(=O)N1N=C(C2=CC=CC=C12)CC#N 3-(cyanomethyl)-1H-indazole-1-carboxylic acid tert-butyl ester